3-benzyloxyanisole C(C1=CC=CC=C1)OC=1C=C(C=CC1)OC